N-(1-cyclopropyl-2-(3-fluorophenyl)-6-methoxy-5-benzimidazolyl)-5-(3,4,5-trimethoxyphenyl)-1,3,4-thiadiazole-2-amine C1(CC1)N1C(=NC2=C1C=C(C(=C2)NC=2SC(=NN2)C2=CC(=C(C(=C2)OC)OC)OC)OC)C2=CC(=CC=C2)F